FC1([C@@H](CN(C1)C1COC1)NC1=NN2C(C(=N1)OC([2H])([2H])[2H])=C(C(=C2)F)C=2C=CC1=C(N(N=N1)CCF)C2)F (R)-N-(4,4-difluoro-1-(oxetan-3-yl)pyrrolidin-3-yl)-6-fluoro-5-(1-(2-fluoroethyl)-1H-benzo[d][1,2,3]triazol-6-yl)-4-(methoxy-d3)pyrrolo[2,1-f][1,2,4]triazin-2-amine